6-hydroxy-2-oxo-1,2-dihydroquinoline-5-carbaldehyde OC1=C(C=2C=CC(NC2C=C1)=O)C=O